O=C(C[C@H](C=1OC(=NN1)CCC1=CC=CC=C1)NC([O-])=O)NC(C1=CC=CC=C1)(C1=CC=CC=C1)C1=CC=CC=C1 [(1R)-3-oxo-1-[5-(2-phenylethyl)-1,3,4-oxadiazol-2-yl]-3-(tritylamino)propyl]carbamate